(2R)-1,1,1,4,4,4-hexafluorobutan-2-amine FC([C@@H](CC(F)(F)F)N)(F)F